methyl 4-bromo-1-methyl-1H-imidazole-2-carboxylate BrC=1N=C(N(C1)C)C(=O)OC